3-(3-ethyl-3-oxetanylmethoxy)propyltrimethoxysilane C(C)C1(COC1)COCCC[Si](OC)(OC)OC